C(C1=CC=CC=C1)N1C(N2[C@@H](SCC2=C1C#N)C1=CC=CC=C1)=O (3s,7ar)-6-benzyl-5-oxo-3-phenyl-1h,3h-imidazo[1,5-c]thiazole-7-carbonitrile